ClC1=CC=C(CN2C(=NC=3N(C(N(C(C23)=O)CCCO)=O)C)C#CC(C)OCC2CCC2)C=C1 (4-chlorobenzyl)-8-(3-(cyclobutylmethoxy)but-1-yn-1-yl)-1-(3-hydroxypropyl)-3-methyl-3,7-dihydro-1H-purine-2,6-dione